FC1=CC=C(CN2C(C3=C(C=4C=CC=NC24)CCN(C3)C(=O)OC(C)(C)C)=O)C=C1 tert-butyl 6-(4-fluorobenzyl)-5-oxo-1,4,5,6-tetrahydropyrido[3,4-c][1,8]naphthyridine-3(2H)-carboxylate